4-cycloheptylpiperazine-1-carboxylic acid [(2s,3s,4e,6r,7r,10r)-7,10-dihydroxy-3,7-dimethyl-12-oxo-2-[(2e,4e)-6-pyridin-2-yl hex-2,4-dien-2-yl]-1-oxododec-4-en-6-yl] ester O[C@@]([C@@H](/C=C/[C@@H]([C@H](C=O)\C(\C)=C\C=C\CC1=NC=CC=C1)C)OC(=O)N1CCN(CC1)C1CCCCCC1)(CC[C@H](CC=O)O)C